2-chloro-6-(5-chloro-2-fluorophenyl)-[4,4'-bipyridine] ClC1=NC(=CC(=C1)C1=CC=NC=C1)C1=C(C=CC(=C1)Cl)F